6-Amino-3-((1R,2R)-4'-chloro-2-(pyridin-4-yl)-1',2'-dihydrospiro[cyclopropane-1,3'-pyrrolo[2,3-b]pyridin]-5'-yl)-2-fluoro-N,N-dimethylbenzamide NC1=CC=C(C(=C1C(=O)N(C)C)F)C=1C(=C2C(=NC1)NC[C@]21[C@H](C1)C1=CC=NC=C1)Cl